OCC1(CC(C1)C(=O)OC(C)(C)C)[N+](=O)[O-] Trans-tert-butyl 3-(hydroxymethyl)-3-nitrocyclobutanecarboxylate